chlorine germanium dioxide [Ge](=O)=O.[Cl]